OC1C(OC2=CC(=CC(=C2C1=O)O)O)C1=CC=C(C=C1)[O-] 4-(3,5,7-trihydroxy-4-oxo-2,3-dihydro-4H-chromen-2-yl)phenolate